dihydrospiro[cyclopropane-1,1'-pyrrolo[2,3-c]quinolin] C12(CNC=3C=NC=4C=CC=CC4C31)CC2